N1=NC=C(C2=CC=CC=C12)C(NC(=O)[C@H]1N(C[C@H]2[C@@H]1CCC2)C([C@@H](NC(C(F)(F)F)=O)C(C)C)=O)C#N (1S,3aR,6aS)-N-(cinnolin-4-yl(cyano)methyl)-2-((2,2,2-trifluoroacetyl)-L-valyl)octahydrocyclopenta[c]pyrrole-1-carboxamide